(R)-7-chloro-4-hydroxy-8-((2-hydroxy-3-(methoxymethoxy)propyl)thio)-6-(trifluoromethyl)quinazolin-2(1H)-one ClC1=C(C=C2C(=NC(NC2=C1SC[C@@H](COCOC)O)=O)O)C(F)(F)F